COC1=CC(=C(N)C=C1OC)[N+](=O)[O-] 4,5-dimethoxy-2-nitroaniline